C=1(C(=CC=CC1)C(=O)[O-])C(=O)[O-] 1,2-benzenedicarboxylate